N,N-dimethyl-2,3-bis(dodecyloxy)propan-1-amine CN(CC(COCCCCCCCCCCCC)OCCCCCCCCCCCC)C